C(C1=CC=CC=C1)OC=1C(=C(C=C2C(=NC(=NC12)OC1CCOCC1)N1[C@@H]2CN([C@H](C1)C2)C(=O)OC(C)(C)C)C2CC2)Br tert-butyl (1S,4S)-5-(8-(benzyloxy)-7-bromo-6-cyclopropyl-2-((tetrahydro-2H-pyran-4-yl)oxy)quinazolin-4-yl)-2,5-diazabicyclo[2.2.1]heptane-2-carboxylate